CC1(CC=2NC=C[NH+]2)CC(=CC=C1)C 1,3-dimethylbenzylimidazolium